CC1=CC=C(C=C1)C(C)=O p-Methylacetophenon